N-[(1S)-1-(4-cyano-2-fluorophenyl)ethyl]-2-(5-fluoro-6-methyl-2-oxo-1,4-dihydroquinazolin-3-yl)acetamide C(#N)C1=CC(=C(C=C1)[C@H](C)NC(CN1C(NC2=CC=C(C(=C2C1)F)C)=O)=O)F